Ethyl (2Z)-3-[(trifluoromethyl)sulfonyl]but-2-enoate FC(S(=O)(=O)\C(=C/C(=O)OCC)\C)(F)F